C1(CCC1)N1N=C(C(=C1NC([C@H](C)C1CC(C1)(F)F)=O)C)C1CC(C1)(F)F (R)-N-(1-cyclobutyl-3-(3,3-difluorocyclobutyl)-4-methyl-1H-pyrazol-5-yl)-2-(3,3-di-fluorocyclobutyl)propanamide